C(CCCCCCC\C=C/C\C=C/C\C=C/CC)(=O)OCC(COC(CCCCCCC\C=C/C\C=C/C\C=C/CC)=O)NCCC(=O)O 3-((1,3-bis(((9Z,12Z,15Z)-octadeca-9,12,15-trienoyl)oxy)propan-2-yl)amino)propanoic acid